C(C)(C)(C)C=1C=C(C=C(C1O)C(C)(C)C)CC(C(=O)[O-])CCCCCCC(C(=O)[O-])CC1=CC(=C(C(=C1)C(C)(C)C)O)C(C)(C)C hexamethylenebis(3-(3,5-di-tert-butyl-4-hydroxyphenyl)propionate)